C(C)N(CC)CC=1C=CC(=NC1)/C=C/C1=NNC2=CC(=CC=C12)SC1=C(C(=O)NCC)C=CC=C1 2-({3-[(E)-2-{5-[(diethylamino)methyl]pyridin-2-yl}vinyl]-1H-indazol-6-yl}thio)-N-ethylbenzamide